C1(CC1)C1=C(C(=NO1)C1=C(C=CC=C1Cl)Cl)C1=CC2(C1)CCC(CC2)OC=2C=C1C=CC=NC1=CC2 6-((2-(5-Cyclopropyl-3-(2,6-dichlorophenyl)isoxazol-4-yl)spiro[3.5]non-1-en-7-yl)oxy)chinolin